FC1=C(C=C(C=C1)[C@H](C)NC(=O)C=1C(=NC2=CC=C(C=C2C1N1CC2(CCCN2C(=O)[O-])CC1)OC)N1CCOCC1)OC 7-(3-(((S)-1-(4-fluoro-3-methoxyphenyl)ethyl)carbamoyl)-6-methoxy-2-morpholinoquinolin-4-yl)-1,7-diazaspiro[4.4]nonane-1-carboxylate